ClC1=NC(=C2N=CN(C2=N1)[C@@H]1SC[C@H]([C@H]1O)O)N[C@@H]1CCC2=CC=CC=C12 (2R,3R,4S)-2-[2-chloro-6-[[(1R)-indan-1-yl]amino]purin-9-yl]tetrahydrothiophene-3,4-diol